(S)-1-(1-(3-chloro-4-fluorophenyl)-2-hydroxyethyl)-4-(3-(1-cyclopropyl-1H-pyrazol-4-yl)-1H-indazol-5-yl)pyridin-2(1H)-one ClC=1C=C(C=CC1F)[C@@H](CO)N1C(C=C(C=C1)C=1C=C2C(=NNC2=CC1)C=1C=NN(C1)C1CC1)=O